C(=O)(O)C1NC(CCC1)CCC(=O)O 2-carboxypiperidine-6-propionic acid